1,1,1,3,3,3-hexafluoropropan-2-yl 4-(7-cyclobutyl-N-methyl-5,6,7,8-tetrahydroimidazo[1,2-a]pyrazine-2-carboxamido)-4-methylpiperidine-1-carboxylate C1(CCC1)N1CC=2N(CC1)C=C(N2)C(=O)N(C)C2(CCN(CC2)C(=O)OC(C(F)(F)F)C(F)(F)F)C